6-bromo-8-(2,2-difluoroethoxy)-N-((6-methylpyridazin-3-yl)methyl)quinazolin-4-amine BrC=1C=C2C(=NC=NC2=C(C1)OCC(F)F)NCC=1N=NC(=CC1)C